C(\C=C/C(=O)[O-])(=O)OOC(C)(C)C T-butyl peroxymaleate